4-Oxo-3-(3-piperidin-1-yl-propyl)-10-oxa-3-aza-tricyclo[5.2.1.0*1,5*]dec-8-ene-6-carboxylic acid O=C1N(CC23C1C(C(C=C2)O3)C(=O)O)CCCN3CCCCC3